2,3-dimethyl-para-phenylenediamine CC1=C(C=CC(=C1C)N)N